4-(5-chloro-6-nitrothiazolo[4,5-b]pyridin-2-yl)morpholine ClC1=C(C=C2C(=N1)N=C(S2)N2CCOCC2)[N+](=O)[O-]